ClC1=CC(=C(C(=C1)C)C=1C(NC2(CCC3(OCCO3)CC2)C1O)=O)C 11-(4-chloro-2,6-dimethylphenyl)-12-hydroxy-1,4-dioxa-9-azadispiro[4.2.48.25]tetradec-11-en-10-one